2-Chloro-N-cyclopropyl-N-(4-fluorophenyl)acetamide ClCC(=O)N(C1=CC=C(C=C1)F)C1CC1